O[C@@H]1CN(C[C@@H]2O[C@H]12)C(=O)OCCCC butyl (1S,5R,6R)-5-hydroxy-7-oxa-3-azabicyclo[4.1.0]heptane-3-carboxylate